5,7-di-t-butyl-3-[4-(2-stearoyloxyethoxy)phenyl]benzofuran-2-one C(C)(C)(C)C=1C=C(C2=C(C(C(O2)=O)C2=CC=C(C=C2)OCCOC(CCCCCCCCCCCCCCCCC)=O)C1)C(C)(C)C